methyl (S)-2-((R)-1-(4-chloro-1H-pyrazol-1-yl)propan-2-yl)-7-methyl-3-(piperidin-4-yl)-3,7,8,9-tetrahydro-6H-imidazo[4,5-f]quinoline-6-carboxylate ClC=1C=NN(C1)C[C@@H](C)C=1N(C=2C(=C3CC[C@@H](N(C3=CC2)C(=O)OC)C)N1)C1CCNCC1